C1(CCCC1)N1CCN(CC1)[N+](=O)[O-] 1-cyclopentyl-4-nitropiperazine